ethyl 8-methyl-2-[(oxan-4-yl)methyl]-4,5-dihydro-2H-furo[2,3-g]indazole-7-carboxylate Ethyl-8-methyl-4,5-dihydro-1H-furo[2,3-g]indazole-7-carboxylate C(C)OC(=O)C1=C(C2=C(CCC=3C=NNC23)O1)C.CC1=C(OC=2CCC3=CN(N=C3C21)CC2CCOCC2)C(=O)OCC